2-hydroxy-4,6-dimethylbenzaldehyde OC1=C(C=O)C(=CC(=C1)C)C